Hexane-6-carboxylic acid ethyl ester C(C)OC(=O)CCCCCC